NC1=NC=CC(=N1)COC1=CC=C(C=C1)C(C)(C)C1=CC=C(OCCCCCCCCOCCCCNC=2C=C3C(N(C(C3=CC2)=O)C2C(NC(CC2)=O)=O)=O)C=C1 5-((4-((8-(4-(2-(4-((2-aminopyrimidin-4-yl)methoxy)phenyl)propan-2-yl)phenoxy)octyl)oxy)butyl)amino)-2-(2,6-dioxopiperidin-3-yl)isoindoline-1,3-dione